FC1(CCN(CC1)C=1N=C(C=C2C1OC=C2)C=2OC(=NN2)C2=C(C=C(C=C2)[N+](=O)[O-])N2CCC1(CC1)CC2)F 7-(4,4-difluoropiperidin-1-yl)-5-(5-(4-nitro-2-(6-azaspiro[2.5]octan-6-yl)phenyl)-1,3,4-oxadiazol-2-yl)furo[2,3-c]pyridine